ClC1=NC2=CC=C(C=C2C(=N1)N1CC=2C=C(C=NC2CC1)C(F)(F)F)C(F)(F)F 2-chloro-6-(trifluoromethyl)-4-[3-(trifluoromethyl)-7,8-dihydro-5H-1,6-naphthyridin-6-yl]quinazoline